Benzyl ((2S,3R,4R)-1-acetyl-6-cyano-2-cyclopropyl-3-methyl-1,2,3,4-tetrahydroquinolin-4-yl)carbamate C(C)(=O)N1[C@H]([C@@H]([C@H](C2=CC(=CC=C12)C#N)NC(OCC1=CC=CC=C1)=O)C)C1CC1